C(C)C1C(CCC1C(=O)O)(C(=O)O)CCCC ethylbutyl-1,3-cyclopentanedicarboxylic acid